(rac)-5-[6,7-dihydrospiro[pyrazolo[5,1-c][1,4]oxazine-4,3'-pyrrolidin]-2-yl]-3-(trifluoromethoxy)pyridin-2-amine N1C[C@@]2(CC1)OCCN1C2=CC(=N1)C=1C=C(C(=NC1)N)OC(F)(F)F |r|